5-chloro-3-fluoropyridine-2-sulfonyl chloride ClC=1C=C(C(=NC1)S(=O)(=O)Cl)F